C(C)OC(=O)C1=C(N(C=C1)CC1=CC=C(C=C1)Br)/C(=C/O)/C(=O)OCC (Z)-1-(4-bromobenzyl)-2-(3-ethoxy-1-hydroxy-3-oxoprop-1-en-2-yl)-1H-pyrrole-3-carboxylic acid ethyl ester